2-{[4-(2-amino-8-fluoroquinolin-4-yl)-1H-1,2,3-triazol-1-yl]methyl}-6-(2-hydroxypropan-2-yl)pyridin-1-ium NC1=NC2=C(C=CC=C2C(=C1)C=1N=NN(C1)CC1=[NH+]C(=CC=C1)C(C)(C)O)F